CC(C)(C)NSC=1SC2=C(N1)C=CC=C2 N-(1,1-dimethylethyl)-2-benzothiazolesulfenamide